OCOP(=O)(O)C(C(C(=O)O)=C=O)C (hydroxymethylphosphono)-2-carbonyl-butyric acid